C1(=CC=CC=C1)S(=O)(=O)N1C=C(C2=CC(=CC=C12)C(\C=C\C1=CC=C(C=C1)C(F)(F)F)=O)NC(=O)C1CCC1 (E)-N-(1-(phenylsulfonyl)-5-(3-(4-(trifluoromethyl)phenyl)acryloyl)-1H-indol-3-yl)cyclobutanecarboxamide